CC1=NC=C(C(=N1)N)CN(C=O)/C(=C(/CCOP(=O)(O)O)\\SC(=O)C2=CC=CC=C2)/C The molecule is a thioester that is a synthetic analogue of thiamine obtained by acylative cleavage of the thiazole ring and O-phospohorylation. It has a role as an immunological adjuvant, a nutraceutical, an antioxidant, a provitamin B1 and a protective agent. It is an aminopyrimidine, a member of formamides, an organic phosphate and a thioester. It derives from a thiamine(1+).